valeric acid octyl ester C(CCCCCCC)OC(CCCC)=O